ClC1=NC(=C2C(=N1)N(N=C2)[C@@H]2O[C@@H]([C@@H]1[C@H]2OC(O1)(C)C)CS)NCC1=C(C=CC=C1)Cl ((3aS,4S,6R,6aR)-6-(6-Chloro-4-((2-chlorobenzyl)amino)-1H-pyrazolo[3,4-d]pyrimidin-1-yl)-2,2-dimethyltetrahydrofuro[3,4-d][1,3]dioxol-4-yl)methanethiol